N[C@H](C(=O)N1[C@H]2C[C@H]2C[C@H]1C#N)C12CC3(CC(CC(C1)C3)C2)O (1S,3S,5S)-2-[(2S)-2-amino-2-(3-hydroxytricyclo[3.3.1.13,7]dec-1-yl)acetyl]-2-azabicyclo[3.1.0]-hexane-3-carbonitrile